FC=1C=C(COC2=CC=CC(=N2)C2CCN(CC2)C(=O)[O-])C=CC1C(=O)OC 4-(6-((3-fluoro-4-(Methoxycarbonyl)benzyl)oxy)pyridin-2-yl)piperidine-1-carboxylate